C(C)(C)(C)OC(=O)NCC(=O)N[C@@H](C(C)C)C(=O)O (tert-butoxycarbonyl)glycyl-L-valine